(2-Nitro-4-(tetrazol-1-yl)phenyl)azetidin-3-ol [N+](=O)([O-])C1=C(C=CC(=C1)N1N=NN=C1)N1CC(C1)O